C(C)C1=C(C=CC=C1)C(C1=CC=CC=C1)(N)N ethyl-diaminodiphenyl-methane